CC(CCCCC=O)([NH2+]CC#C)C dimethyl-6-oxo-N-(prop-2-yn-1-yl)hexan-1-aminium